C(#N)CC1(CCN(CC1)CC(F)(F)F)N1N=C(C(=C1)C(=O)N)NC(=O)[C@H]1[C@@H](C1)C(F)(F)F |r| 1-[4-(cyanomethyl)-1-(2,2,2-trifluoroethyl)-4-piperidyl]-3-[[rac-(1R,2R)-2-(trifluoromethyl)cyclopropanecarbonyl]amino]pyrazole-4-carboxamide